4-(2-piperidinoethoxy)benzoyl chloride N1(CCCCC1)CCOC1=CC=C(C(=O)Cl)C=C1